ethylene glyoxylate C(C=O)(=O)O.C=C